FC1=C(OC(C)(C)C=2NC=NN2)C(=CC(=C1)F)F 5-[2-[2,4,6-trifluorophenoxy]propan-2-yl]-4H-1,2,4-triazole